3-(3-methyl-1-(tetrahydro-2H-pyran-2-yl)-4-(1,2,3,6-tetrahydropyridin-4-yl)-1H-pyrazol-5-yl)propan-1-ol CC1=NN(C(=C1C=1CCNCC1)CCCO)C1OCCCC1